11-[[[(3S)-1-(6-amino-3-pyridyl)-3-piperidyl]-[(2-methoxy-4-pyridyl)methyl]amino]methyl]-6,7-difluoro-3-methyl-4-oxa-1-azatricyclo[7.3.1.05,13]trideca-5(13),6,8,11-tetraen-10-one NC1=CC=C(C=N1)N1C[C@H](CCC1)N(CC1=CC(=NC=C1)OC)CC=1C(C2=CC(=C(C=3OC(CN(C1)C32)C)F)F)=O